3-{[(cyclopropylmethyl)amino]methyl}-1-({3,4-difluoro-2-[(2-fluoro-4-iodophenyl)amino]phenyl}carbonyl)azetidin-3-ol C1(CC1)CNCC1(CN(C1)C(=O)C1=C(C(=C(C=C1)F)F)NC1=C(C=C(C=C1)I)F)O